5-(1-(4-chlorobenzoyl)-piperidin-4-yl)-3-hydroxy-pyridine ClC1=CC=C(C(=O)N2CCC(CC2)C=2C=C(C=NC2)O)C=C1